F[SiH](CCCN1C(NCC1)=O)CO 1-[3-(fluorohydroxymethylsilyl)propyl]-2-imidazolidinone